tert-butyl N-[1-methyl-2-(2,4,6-trichloropyrimidin-5-yl)oxy-ethyl]carbamate CC(COC=1C(=NC(=NC1Cl)Cl)Cl)NC(OC(C)(C)C)=O